1-(4-chloro-2-fluoro-3-(3-(piperazin-1-yl)quinoxaline-6-carbonyl)phenyl)-3-(3,4-difluorophenyl)urea ClC1=C(C(=C(C=C1)NC(=O)NC1=CC(=C(C=C1)F)F)F)C(=O)C=1C=C2N=C(C=NC2=CC1)N1CCNCC1